Cl.Cl.FC1=CC=C(C=C1)N1N=NC(=C1)C1CCNCC1 4-(1-(4-fluorophenyl)-1H-1,2,3-triazol-4-yl)piperidine dihydrochloride